ClC1=CC(=C(C=C1F)N1CCC2(CN(C2)C2=CC(=C(C=C2F)NC2C(NC(CC2)=O)=O)OC)CC1)F 3-((4-(7-(4-Chloro-2,5-difluorophenyl)-2,7-diazaspiro[3.5]nonan-2-yl)-5-fluoro-2-methoxyphenyl)amino)piperidine-2,6-dione